2-((6-(6-((2-methoxy-4-(trifluoromethyl)benzyl)oxy)pyridin-2-yl)-3-azabicyclo[4.1.0]heptan-3-yl)methyl)-1-(((S)-oxetan-2-yl)methyl)-1H-benzo[d]imidazole-6-carboxylic acid COC1=C(COC2=CC=CC(=N2)C23CCN(CC3C2)CC2=NC3=C(N2C[C@H]2OCC2)C=C(C=C3)C(=O)O)C=CC(=C1)C(F)(F)F